3-(2-bromoethyl)-5-methoxybenzofuran BrCCC1=COC2=C1C=C(C=C2)OC